OC(CN1C2=C(OCC1=O)C(=CC(=C2)C(=O)OC)C=2SC(=CN2)C)(C)C methyl 4-(2-hydroxy-2-methylpropyl)-8-(5-methylthiazol-2-yl)-3-oxo-3,4-dihydro-2H-benzo[b][1,4]oxazine-6-carboxylate